5-[[(5,6-dimethoxypyridin-3-yl)amino]methylidene]-2,2-dimethyl-1,3-dioxane-4,6-dione COC=1C=C(C=NC1OC)NC=C1C(OC(OC1=O)(C)C)=O